methyl (R)-3-((R,E)-4-(but-3-en-1-yl)-2-((tert-butoxycarbonyl)imino)-4-ethyl-6-oxotetrahydropyrimidin-1(2H)-yl)-1,1-difluoro-2,3-dihydro-1H-indene-5-carboxylate C(CC=C)[C@]1(N\C(\N(C(C1)=O)[C@@H]1CC(C2=CC=C(C=C12)C(=O)OC)(F)F)=N/C(=O)OC(C)(C)C)CC